N-(5-(Thiazol-4-yl)-1,3,4-thiadiazol-2-yl)benzo[c]isoxazole-3-carboxamide S1C=NC(=C1)C1=NN=C(S1)NC(=O)C1=C2C(=NO1)C=CC=C2